FC(OC(C(F)(F)F)(C(OC(C(F)(F)F)(F)F)(F)F)F)F 2-(difluoromethoxy)-1,1,1,2,3,3-hexafluoro-3-(pentafluoroethoxy)propane